(3R)-3-amino-5-[(4-chlorophenyl)methyl]-8-fluoro-7-[5-(6-oxaspiro[3.4]octan-2-yl)-1,3,4-oxadiazol-2-yl]-1,1-dioxo-2,3-dihydro-1lambda6,5-benzothiazepin-4-one N[C@H]1CS(C2=C(N(C1=O)CC1=CC=C(C=C1)Cl)C=C(C(=C2)F)C=2OC(=NN2)C2CC1(C2)COCC1)(=O)=O